4-(2,2,3,3,3-pentafluoropropoxy)pyrimidin-6(1H)-one FC(COC=1N=CNC(C1)=O)(C(F)(F)F)F